7-bromo-3,3-dimethyl-1H-pyrido[2,3-b][1,4]oxazin-2(3H)-one BrC1=CC2=C(OC(C(N2)=O)(C)C)N=C1